N(S(=O)(=O)C(F)(F)F)S(=O)(=O)C(F)(F)F.N(S(=O)(=O)C(F)(F)F)S(=O)(=O)C(F)(F)F.[Na] sodium bis-triflimide